Methyl 2-ethylbenzo[d]oxazole-6-carboxylate C(C)C=1OC2=C(N1)C=CC(=C2)C(=O)OC